N,6-dimethyl-5-(4-((2-methyl-3-oxo-8-(prop-1-en-1-yl)-3,4-dihydroquinoxalin-6-yl)methyl)piperazin-1-yl)pyridine CN1CC=CC(=C1C)N1CCN(CC1)CC=1C=C2NC(C(=NC2=C(C1)C=CC)C)=O